The molecule is an oxo dicarboxylate. It has a role as a human metabolite. It derives from an oct-2-enedioate. It is a conjugate base of a 4-maleylacetoacetic acid. C(C(=O)CC(=O)[O-])C(=O)/C=C\\C(=O)[O-]